difluoro-4,4'-diamino-biphenyl FC=1C(=C(C=CC1N)C1=CC=C(C=C1)N)F